COC1=C(C(=NC=C1C)CS(=O)Cl)C (4-methoxy-3,5-dimethylpyridine-2-yl)methanesulfinic acid chloride